N-butyl-N'-methylphenylurea C(CCC)N(C(=O)NC)C1=CC=CC=C1